CC=1N=C(SC1C(=O)O)C1=CC=C(C=C1)C(F)(F)F 4-methyl-2-[4-(trifluoromethyl)phenyl]-1,3-thiazole-5-carboxylic acid